F[C@@H]1[C@@H](C1)C(=O)NC=1SC2=C(N1)C=CC(=C2)B2OC(C(O2)(C)C)(C)C (1S,2S)-2-fluoro-N-[6-(4,4,5,5-tetramethyl-1,3,2-dioxaborolan-2-yl)-1,3-benzothiazol-2-yl]cyclopropanecarboxamide